O=C1N(CCC12CCN(CC2)C(=O)OC(C)(C)C)C2=NC(=CC=C2)C(F)(F)F tert-butyl 1-oxo-2-[6-(trifluoromethyl)pyridin-2-yl]-2,8-diazaspiro[4.5]decane-8-carboxylate